C(C)(C)C=1C=CC=C2C(=CN(C12)COCC[Si](C)(C)C)C(=O)[O-] 7-isopropyl-1-((2-(trimethylsilyl)ethoxy)methyl)-1H-indole-3-carboxylate